COC1=C(C=CC(=C1)C)OC(CCC1=C(C=CC=C1)OC)=O 3-(2-methoxyphenyl)propionic acid 2-methoxy-4-methylphenyl ester